3-azidopropan-1-ol N(=[N+]=[N-])CCCO